3-(1,3-benzothiazole-2-yl)aniline S1C(=NC2=C1C=CC=C2)C=2C=C(N)C=CC2